5-(Hydroxymethyl)-1-isopropyl-N'-((1',5',6',7'-tetrahydro-2'H-spiro[cyclopropane-1,3'-dicyclopenta[b,e]pyridin]-8'-yl)carbamoyl)-1H-pyrazole-3-sulfonimidamide OCC1=CC(=NN1C(C)C)S(=O)(N)=NC(NC1=C2C(=NC3=C1CCC3)C3(CC2)CC3)=O